C(#N)C1=CC=C(C=C1)C1=CN=CC2=C1OCCN2S(=O)(=O)[O-] (8-(4-cyanophenyl)-2,3-dihydro-4H-pyrido[4,3-b][1,4]oxazin-4-yl)sulfonate